C(#N)C1=CC(=C(C=C1)COC1=CC=CC(=N1)N1CC2C(C1)CN(C2)CC=2N(C1=C(N2)C=CC(=C1)C(=O)O)C[C@H]1OCC1)F 2-[(5-{6-[(4-cyano-2-fluorophenyl)methoxy]pyridin-2-yl}-hexahydropyrrolo[3,4-c]pyrrol-2-yl)methyl]-3-[(2S)-oxetan-2-ylmethyl]-1,3-benzodiazole-5-carboxylic acid